1-(1-(6-Chloro-7-(difluoromethyl)-3,4-dihydroquinolin-1(2H)-yl)-3-morpholino-5,6-dihydroimidazo[1,5-a]pyrazin-7(8H)-yl)ethan-1-one ClC=1C=C2CCCN(C2=CC1C(F)F)C=1N=C(N2C1CN(CC2)C(C)=O)N2CCOCC2